N-(tert-butoxycarbonyl)-(2R)-2-aminothiopentanoic acid C(C)(C)(C)OC(=O)N[C@@H](C(=S)O)CCC